COC=1C=C(C=NC1)C1=C(C#N)C=C(C=C1)[N+](=O)[O-] 2-(5-methoxypyridin-3-yl)-5-nitrobenzonitrile